methyl (2S)-2-(tert-butoxycarbonylamino)-5-(4-ethoxyphenyl)pentanoate C(C)(C)(C)OC(=O)N[C@H](C(=O)OC)CCCC1=CC=C(C=C1)OCC